C(C=C)(=O)O.C(C=C)(=O)O.C(C=C)(=O)O.OC1=CC=C(C=C1)C(C)(C)C1=CC=C(C=C1)O bisphenol A diacrylate Acrylate